BrC1=CC(=C(C=C1)C1=NN2C(N=C(C=C2C2=CC=C(C#N)C=C2)C(=O)N2[C@@H](C3=CC=CC=C3CC2)C)=C1)F 4-[2-(4-bromo-2-fluorophenyl)-5-[(1R)-1-methyl-1,2,3,4-tetrahydroisoquinoline-2-carbonyl]pyrazolo[1,5-a]pyrimidin-7-yl]benzonitrile